ClC1=C(C(=NC(=N1)SCCC)NCC)N 6-chloro-N4-ethyl-2-(propylsulfanyl)pyrimidine-4,5-diamine